2-methyl-1-(6-{[5-(2,2,2-trifluoroethyl)pyridin-2-yl]oxy}-1H-benzimidazol-1-yl)propan-2-ol CC(CN1C=NC2=C1C=C(C=C2)OC2=NC=C(C=C2)CC(F)(F)F)(C)O